N-(2-Hydroxyethyl)-5-(piperazin-1-yl)pyridineamide OCCNC(=O)C1=NC=C(C=C1)N1CCNCC1